F[C@H]1CN(CC1)C1=CC2=C(C[C@](O2)(C)CO)C=C1NC(=O)C=1C=NN2C1N=CC=C2 N-[(2R)-6-[(3R)-3-fluoropyrrolidin-1-yl]-2-(hydroxymethyl)-2-methyl-3H-benzofuran-5-yl]pyrazolo[1,5-a]pyrimidine-3-carboxamide